C(\C(\C)=C/C(=O)OCCCC)(=O)OCCCC di-n-butyl citraconate